(1r,3r)-3-(cyanoamino)-N-{5-[(1R,2S)-2-(trifluoromethyl)cyclohexyl]-1,3-thiazol-2-yl}cyclobutane-1-carboxamide C(#N)NC1CC(C1)C(=O)NC=1SC(=CN1)[C@H]1[C@H](CCCC1)C(F)(F)F